FC(C(=O)N1[C@H](CN(CC1)C1=NC(=NC=2CN(CCCC21)C2=CC=CC1=CC=CC=C21)OC[C@H]2N(CCC2)C)CC#N)=C 2-[(2S)-1-(2-fluoroprop-2-enoyl)-4-[2-[[(2S)-1-methylpyrrolidin-2-yl]methoxy]-8-(1-naphthyl)-5,6,7,9-tetrahydropyrimido[4,5-c]azepin-4-yl]piperazin-2-yl]acetonitrile